3-(3-(2-(2-methoxypyridin-4-yl)-1H-pyrrolo[2,3-b]pyridin-4-yl)-3,8-diazabicyclo[3.2.1]octan-8-yl)cyclobutane-1-carbonitrile COC1=NC=CC(=C1)C1=CC=2C(=NC=CC2N2CC3CCC(C2)N3C3CC(C3)C#N)N1